N-(3-{[4-(benzyloxy)-2-(trifluoromethyl)phenyl]amino}phenyl)-3-cyclohexylpropionamide C(C1=CC=CC=C1)OC1=CC(=C(C=C1)NC=1C=C(C=CC1)NC(CCC1CCCCC1)=O)C(F)(F)F